CC1=CC=C(C=C1)S(=O)(=O)O[C@H](COC)C (s)-1-methoxypropan-2-yl 4-methylbenzenesulfonate